1-((1H-indazol-6-yl)methyl)-1-(3-methoxybenzyl)thiourea N1N=CC2=CC=C(C=C12)CN(C(=S)N)CC1=CC(=CC=C1)OC